methyl 2-(3-chloro-5-cyanophenyl)-3-((3S,4S)-3-methyl-4-((4-(methylsulfonyl)phenoxy)methyl)pyrrolidin-1-yl)propanoate ClC=1C=C(C=C(C1)C#N)C(C(=O)OC)CN1C[C@H]([C@@H](C1)COC1=CC=C(C=C1)S(=O)(=O)C)C